ClC1=C(C#N)C(=CC=C1)S(=O)(=O)N1C2CN(CC1CC2)C(=O)C2=CN=NN2 chloro-6-{[3-(1H-1,2,3-triazol-5-ylcarbonyl)-3,8-diazabicyclo[3.2.1]oct-8-yl]sulfonyl}benzonitrile